SC(C(=O)OCC(C)OC(C(C)(C)S)=O)(C)C propylene glycol bis(2-mercaptoisobutyrate)